3-oxo-2,5,6,8-tetrahydro-1H-imidazo[1,5-a]pyrazine-8a-carboxylate O=C1NCC2(N1CCNC2)C(=O)[O-]